Cl.FCCCCN 4-fluorobutan-1-amine HCl salt